5-[(N-methacryloyl)amino]-2,4,6-triiodoisophthalic acid C(C(=C)C)(=O)NC=1C(=C(C(=C(C(=O)O)C1I)I)C(=O)O)I